(E)-methyl-2-(2,6-dichlorobenzylidene)-1-methylhydrazine CN(/N=C/C1=C(C=CC=C1Cl)Cl)C